S1SCC(C(C1)OCCC(=O)NO)OCCC(=O)NO 3,3'-((1,2-dithiane-4,5-diyl)bis(oxy))bis(N-hydroxypropionamide)